C1=CC=CC=2C3=CC=CC=C3C(C12)COC(=O)NCN1C(C(C(C1CC(C)(C)C)C1=C(C=C(C=C1)Cl)F)C1=CC=C(C=C1)Cl)C(=O)O (((((9H-fluoren-9-yl)methoxy)carbonyl)amino)methyl)-4-(4-chloro-2-Fluorophenyl)-3-(4-chlorophenyl)-5-neopentylpyrrolidine-2-carboxylic acid